(R)-1-(4-(3-isopropyl-2-(8-methoxy-[1,2,4]triazolo[1,5-a]pyridin-6-yl)-1H-indol-5-yl)cyclohexyl)-N,N-dimethylpyrrolidin-3-amine C(C)(C)C1=C(NC2=CC=C(C=C12)C1CCC(CC1)N1C[C@@H](CC1)N(C)C)C=1C=C(C=2N(C1)N=CN2)OC